N-(4-((4-((2-(2,6-dioxopiperidin-3-yl)-1,3-dioxoisoindolin-5-yl)methyl)piperazine-1-yl)methyl)-3-(trifluoromethyl)phenyl)-3-(imidazo[1,2-b]pyridazin-3-ylethynyl)-4-methylbenzamide O=C1NC(CCC1N1C(C2=CC=C(C=C2C1=O)CN1CCN(CC1)CC1=C(C=C(C=C1)NC(C1=CC(=C(C=C1)C)C#CC1=CN=C2N1N=CC=C2)=O)C(F)(F)F)=O)=O